(S)-2-(4-(6-(4-chloro-2-fluorobenzyloxy)pyridin-2-yl)-2,3-difluorobenzyl)-1-(oxetan-2-ylmethyl)-1H-benzo[d]imidazole-6-carboxylic acid ClC1=CC(=C(COC2=CC=CC(=N2)C2=C(C(=C(CC3=NC4=C(N3C[C@H]3OCC3)C=C(C=C4)C(=O)O)C=C2)F)F)C=C1)F